C(C1=CC=CC=C1)(=O)OCC(C)OC(C1=CC=CC=C1)=O 1,2-bis-benzoyloxy-propane